ClCCCCCC(=O)NCC1=CC=C(C=C1)C=1SC=C(N1)C(=O)N[C@@H](CO)C(=O)[O-] (2-(4-((6-chlorohexanamido)methyl)phenyl)thiazole-4-carbonyl)-Z-serinate